[C].C1(=CC=CC=C1)N(C1=CC=CC=C1)C1=CC=CC=C1 (triphenylamine) carbon